[Eu].N1=C(C=CC=C1)C1=NC=CC=C1 2,2'-bipyridine europium